C(#N)C1=C(C=C(C=C1)CCC(=O)OCC)CC#N Ethyl 3-(4-cyano-3-(cyanomethyl)phenyl)propanoate